tert-butyl (5-(dimethylphosphoryl)-3-methoxypyrazin-2-yl)(prop-2-yn-1-yl)carbamate CP(=O)(C)C=1N=C(C(=NC1)N(C(OC(C)(C)C)=O)CC#C)OC